2-(1-bromoimidazo[1,5-a]pyridin-3-yl)propan-2-amine BrC=1N=C(N2C1C=CC=C2)C(C)(C)N